N-(2-chloro-3'-(5-(((2-hydroxyethyl)amino)methyl)-4-methoxymethyl-pyridineamido)-2'-methyl-[1,1'-biphenyl]-3-yl)-1,5-dimethyl-4,5,6,7-tetrahydro-1H-imidazo[4,5-c]pyridine-2-carboxamide ClC1=C(C=CC=C1NC(=O)C=1N(C2=C(CN(CC2)C)N1)C)C1=C(C(=CC=C1)NC(=O)C1=NC=C(C(=C1)COC)CNCCO)C